tert-butyl 3-bromo-6-((1,3-dioxoisoindolin-2-yl)methyl)-6,7-dihydropyrazolo[1,5-a]pyrimidine-4(5H)-carboxylate BrC=1C=NN2C1N(CC(C2)CN2C(C1=CC=CC=C1C2=O)=O)C(=O)OC(C)(C)C